Aspartic acid (aspartate) N[C@@H](CC(=O)O)C(=O)O.N[C@@H](CC(=O)O)C(=O)O